3-[[4-(trifluoromethoxy)phenyl]methoxy]azetidine FC(OC1=CC=C(C=C1)COC1CNC1)(F)F